C(C(=C)C)(=O)OCC1(COC1)C 3-(methacryloyloxymethyl)-3-methyloxetane